C(=O)(OCC1=CC=CC=C1)N1CCC(=CC1)B1OC(C)(C)C(C)(C)O1 N-Cbz-3,6-dihydro-2H-pyridine-4-boronic acid pinacol ester